[(3S,11bR)-9,10-dimethoxy-3-(2-methylpropyl)-1H,2H,3H,4H,6H,7H,11bH-pyrido[2,1-a]isoquinolin-2-yl]methyl (2S)-2-amino-3-methylbutanoate N[C@H](C(=O)OCC1C[C@H]2N(CCC3=CC(=C(C=C23)OC)OC)C[C@H]1CC(C)C)C(C)C